tert-butyl 1-oxo-3,5-dihydropyrrolo[3,4-c]pyrrole-2(1H)-carboxylate O=C1N(CC=2C1=CNC2)C(=O)OC(C)(C)C